C(C(=C)C)(=O)OC1=CC(=C(C=C1)N1N=C2C(=N1)C=CC=C2)O 4-(2H-benzo[d][1,2,3]triazol-2-yl)-3-hydroxyphenyl methacrylate